C(#N)C1=NNC(=N1)C1=CC=CC=C1 3-cyano-5-phenyl-1H-1,2,4-triazole